FC1(CCN(CCC1)C1=C(C(=O)NC=2C=C(C=CC2)[S@](=O)(C)=NC(OC(C)(C)C)=O)C(=C(C=N1)C=1C=NN(C1)C(F)(F)F)C)F tert-butyl (R)-((3-(2-(4,4-difluoroazepan-1-yl)-4-methyl-5-(1-(trifluoromethyl)-1H-pyrazol-4-yl)nicotinamido)phenyl)(methyl)(oxo)-λ6-sulfaneylidene)carbamate